oxo-4-[(3S)-2-oxopiperidin-3-yl]butyl 1,5-dimethyl-3-(trifluoromethyl)-1H-pyrazole-4-carboxylate CN1N=C(C(=C1C)C(=O)OCCCC([C@H]1C(NCCC1)=O)=O)C(F)(F)F